4-(3-((S)-2-hydroxy-3-(3-(N-methylsulfamoyl)phenoxy)propylamino)-1-oxa-8-azaspiro[4.5]decan-8-ylsulfonyl)benzoic acid O[C@@H](CNC1COC2(C1)CCN(CC2)S(=O)(=O)C2=CC=C(C(=O)O)C=C2)COC2=CC(=CC=C2)S(NC)(=O)=O